decaglyceryl dioleate CCCCCCCC/C=C\CCCCCCCC(=O)OCC(O)COCC(O)COCC(O)COCC(O)COCC(O)COCC(O)COCC(O)COCC(O)COCC(O)COCC(O)COC(=O)CCCCCCC/C=C\CCCCCCCC